CC(C[C@@H]1C(C[C@@H]2N(CCC3=CC=C(C=C23)OC)C1)=O)(C)C (2S,3S,11bS)-3-(2,2-dimethylpropyl)-10-methoxy-1H,2H,3H,6H,7H,11bH-pyrido[2,1-a]isoquinolin-2-one